3-(5-bromo-4-(methylamino)-7H-pyrrolo[2,3-d]pyrimidin-7-yl)-5-(((3-((3-phenoxyphenethyl)amino)propyl)amino)methyl)cyclopentane-1,2-diol BrC1=CN(C=2N=CN=C(C21)NC)C2C(C(C(C2)CNCCCNCCC2=CC(=CC=C2)OC2=CC=CC=C2)O)O